N1(C=NC=C1)CC1=CC=CC2=C(C=CC=C12)CN1C=NC=C1 1,5-bis(imidazol-1-ylmethyl)naphthalene